C(C1=CC=CC=C1)(C1=CC=CC=C1)(C1=CC=CC=C1)NC1CCCCC1 N-tritylcyclohexanamine